C(CCCCCCC\C=C/C\C=C/CCCCC)(=O)OCC(CO)COC(CCC(OCCCCCCCC)OCCCCCCCC)=O [2-(4,4-dioctoxybutanoyloxymethyl)-3-hydroxy-propyl] (9Z,12Z)-octadeca-9,12-dienoate